FC(C(=O)O)(F)F.NCC(CN1N=CN(C1=O)C=1C(=C(C=CC1)C1C(N(C2=CC=CC=C2C1)C)=O)C)=C(F)F [3-[1-[2-(aminomethyl)-3,3-difluoro-allyl]-5-oxo-1,2,4-triazol-4-yl]-2-methyl-phenyl]-1-methyl-3,4-dihydroquinolin-2-one trifluoroacetate